ClC=1C=C(C=CC1Cl)NC(=O)N1[C@@H]2CC[C@H]1[C@H](C=1C=NC=CC12)C (5R,8S,9S)-N-(3,4-dichlorophenyl)-9-methyl-6,7,8,9-tetrahydro-5H-5,8-epiminocyclohepta[c]pyridine-10-carboxamide